ClC1=NN2C(C=C(C(=C2)N2CC(OCC2)C)F)=N1 (2-chloro-7-fluoro-[1,2,4]triazolo[1,5-a]pyridin-6-yl)-2-methylmorpholine